C(C)N(C(C1=C(C=CC(=C1)F)C=1C=2N(C=C(C1)C1CN(C1)C(=O)[C@H]1NC3CCC1CC3)C(=NC2)C)=O)C(C)C N-ethyl-5-fluoro-2-(3-methyl-6-{1-[(1R,3S,4S)-2-azabicyclo[2.2.2]octane-3-carbonyl]azetidin-3-yl}imidazo[1,5-a]pyridin-8-yl)-N-(isopropyl)benzamide